(7-chloro-4-((4-methoxylbenzyl)amino)imidazo[1,5-a]quinoxalin-8-yl)(3-(4-(trifluoromethyl)phenyl)morpholino)methanone ClC=1C=C2N=C(C=3N(C2=CC1C(=O)N1C(COCC1)C1=CC=C(C=C1)C(F)(F)F)C=NC3)NCC3=CC=C(C=C3)OC